ClC=1C(=C(C(=O)OC)C=CC1[N+](=O)[O-])S(=O)(=O)Cl methyl chloro-2-(chlorosulfonyl)-4-nitrobenzoate